C1(CC=CCC1)OC1(C(CC2=CC=CC(=C12)SC(F)(F)F)(F)F)O (cyclohex-3-en-1-yloxy)-2,2-difluoro-7-(trifluoromethylsulfanyl)-2,3-dihydro-1H-inden-1-ol